[Cl-].C(CCCCCCCCCCC)OC(CCCCC=O)[NH3+] (dodecyloxy)-6-oxohexan-1-aminium chloride